NC([C@@H]([C@H](C)O)NC(C(=O)C1=C(C(=C(N1C)C)C(=O)NC1=CC(=C(C=C1)F)C)C)=O)=O 5-(2-(((2R,3S)-1-amino-3-hydroxy-1-oxobutan-2-yl)amino)-2-oxoacetyl)-N-(4-fluoro-3-methylphenyl)-1,2,4-trimethyl-1H-pyrrole-3-carboxamide